C(CCC)C1=NNC(=N1)C 3-Butyl-5-methyl-1,2,4-triazole